(R)-6-(6-(difluoromethyl)imidazo[1,2-a]pyridin-3-yl)-N-(4,4-dimethylpyrrolidin-3-yl)pyridin-2-amine FC(C=1C=CC=2N(C1)C(=CN2)C2=CC=CC(=N2)N[C@H]2CNCC2(C)C)F